bis(tertiary butyl)aminosilane C(C)(C)(C)N(C(C)(C)C)[SiH3]